1-((2-(2,2,2-Trifluoroethoxy)-6-(trifluoromethyl)pyridin-4-yl)methyl)-3-(2-(1-(trifluoromethyl)cyclopropyl)ethyl)urea FC(COC1=NC(=CC(=C1)CNC(=O)NCCC1(CC1)C(F)(F)F)C(F)(F)F)(F)F